CC1=C(C=CC(=C1)C=1N=C(SC1)NC1=CC=C(C=C1)C(F)(F)F)S(=O)(=O)N methyl-4-(2-((4-(trifluoromethyl)phenyl)amino)thiazol-4-yl)benzenesulfonamide